OP(O)OP(O)O.C(CCCCCCCCCC(C)C)C(O)(C(CO)(CO)CO)CCCCCCCCCCC(C)C diisotridecyl-pentaerythritol diphosphite